3-(3-(2-((1-acetylpiperidin-4-yl)amino)-5-fluoropyrimidin-4-yl)phenyl)oxazolidin-2-one C(C)(=O)N1CCC(CC1)NC1=NC=C(C(=N1)C=1C=C(C=CC1)N1C(OCC1)=O)F